FC(OC1=CC=C(C=C1)N1C(C(=CC2=C1N=C(N=C2)OCC)C2=CN(C(C=C2)=O)CCS(=O)(=O)C)=O)F 8-(4-(difluoromethoxy)phenyl)-2-ethoxy-6-(1-(2-(methylsulfonyl)ethyl)-6-oxo-1,6-dihydropyridin-3-yl)pyrido[2,3-d]pyrimidin-7(8H)-one